3-fluoro-4-[(R)-methoxy-[4-(trifluoromethoxy)phenyl]methyl]-5-(triazol-2-yl)pyridine FC=1C=NC=C(C1[C@@H](C1=CC=C(C=C1)OC(F)(F)F)OC)N1N=CC=N1